(2S,4R)-4-fluoro-4-(fluoromethyl)-1-((4-(4-fluorophenoxy)benzoyl)glycyl)-N-((R)-1-(1-(phenylsulfonyl)-1H-pyrrolo[3,2-c]pyridin-2-yl)ethyl)pyrrolidine-2-carboxamide F[C@@]1(C[C@H](N(C1)C(CNC(C1=CC=C(C=C1)OC1=CC=C(C=C1)F)=O)=O)C(=O)N[C@H](C)C1=CC=2C=NC=CC2N1S(=O)(=O)C1=CC=CC=C1)CF